C(C)(=O)N[C@@H](C(C)C)C(=O)O Acetyl-Valine